OC1C[C@@H](OC([C@H]1O)COC(C)CC([C@@H](C(CO)O)O)C)OC1=CC(=C(C(=C1)OC)C(C=CC1=CC(=C(C=C1)OC)O)=O)O 1-[4-[(2S,5S)-4,5-Dihydroxy-6-[[(5S)-5,6,7-trihydroxy-4-methylheptan-2-yl]oxymethyl]oxan-2-yl]oxy-2-hydroxy-6-methoxyphenyl]-3-(3-hydroxy-4-methoxyphenyl)prop-2-en-1-one